COC(=O)C1=CC2=CC3=C(OC(O3)(C3=CC=CC=C3)C)C=C2C=C1N.COC1=C(C(=CC(=C1)OC)OC)S(=O)(=O)NC1=NOC2=C1C(=CC=C2)OC 2,4,6-trimethoxy-N-(4-methoxybenzo[d]isoxazol-3-yl)benzenesulfonamide Methyl-7-amino-2-methyl-2-phenylnaphtho[2,3-d][1,3]dioxolane-6-carboxylate